NCC(C[Si](OCCCCCCCCCCCC)(OCCCCCCCCCCCC)OCCCCCCCCCCCC)C 3-amino-2-methylpropyl-(tri-dodecyloxysilane)